(3-fluoro-4-((4-methylpyrimidin-2-yl)oxy)phenyl)-6-(2,7-diazaspiro[3.5]nonan-2-yl)-4-aminopyrimidine FC=1C=C(C=CC1OC1=NC=CC(=N1)C)C1=NC(=CC(=N1)N)N1CC2(C1)CCNCC2